6-(p-toluidinyl)-2-naphthalenesulfonic acid N(C1=CC=C(C=C1)C)C=1C=C2C=CC(=CC2=CC1)S(=O)(=O)O